1-cyclopentyl-N-((1R,2R)-1-(2,3-dihydrobenzo[b][1,4]dioxin-6-yl)-1-hydroxy-3-(pyrrolidin-1-yl)propan-2-yl)pyrrolidine-3-carboxamide C1(CCCC1)N1CC(CC1)C(=O)N[C@@H]([C@H](O)C1=CC2=C(OCCO2)C=C1)CN1CCCC1